C1CC12CN(CC2)CC2=CC(=NC(=C2)C2CC2)C(=O)NC2=NC(=CC(=C2)C2=C(C=NN2C)C2=NN=CN2C)NCC 4-((5-Azaspiro[2.4]heptan-5-yl)methyl)-6-cyclopropyl-N-(6-(ethylamino)-4-(1-methyl-4-(4-methyl-4H-1,2,4-triazol-3-yl)-1H-pyrazol-5-yl)pyridin-2-yl)picolinamide